C1(=CC=C(C=C1)N(C1=CC=C(C(=O)Cl)C=C1)C1=CC=C(C=C1)C)C 4-(di-p-tolylamino)benzoyl chloride